(E)-prop-1-en-1-ylmagnesium bromide C(=C\C)/[Mg]Br